CC(CCOC1=CC=C(C=C1)[C@H](CC(=O)O)C#CC)C (3S)-3-[4-(3-methylbutoxy)phenyl]hex-4-ynoic acid